5-chloro-1-(piperidin-4-yl)-1H-benzo[D]imidazol ClC1=CC2=C(N(C=N2)C2CCNCC2)C=C1